6-chloro-1-methyl-pyrrolo[2,3-b]pyridine-3-sulfonyl chloride ClC1=CC=C2C(=N1)N(C=C2S(=O)(=O)Cl)C